C(C)(C)(C1=CC=CC=C1)C1=C(OC2=C(C=C(C=C2)N)N)C=CC(=C1)C(C)(C)C1=CC=CC=C1 4-(2,4-dicumylphenoxy)-1,3-diaminobenzene